N-[(3R)-3-(4-chlorophenyl)-3-hydroxypropyl]-3-{2-acetamidoimidazo[1,2-b]pyridazin-6-yl}-2-fluoro-6-methoxybenzamide ClC1=CC=C(C=C1)[C@@H](CCNC(C1=C(C(=CC=C1OC)C=1C=CC=2N(N1)C=C(N2)NC(C)=O)F)=O)O